(3-ethyl-4-nitrophenyl)(3-methoxyphenyl)methanone C(C)C=1C=C(C=CC1[N+](=O)[O-])C(=O)C1=CC(=CC=C1)OC